tri-hydroxymethyl-propane triacrylate C(C=C)(=O)O.C(C=C)(=O)O.C(C=C)(=O)O.OC(O)(O)CCC